O(C(C(C)O)C)C(C(C)O)C 3,3'-oxybis-2-butanol